tert-butyl (S)-7-(4-(1-(3-ethoxy-1-(3-fluoro-4-methoxyphenyl)-3-oxopropyl)-3-methylazetidin-3-yl)butyl)-3,4-dihydro-1,8-naphthyridine-1(2H)-carboxylate C(C)OC(C[C@@H](C1=CC(=C(C=C1)OC)F)N1CC(C1)(C)CCCCC1=CC=C2CCCN(C2=N1)C(=O)OC(C)(C)C)=O